COC1=C(C=CC=C1)C(\C=C\C(=O)C1=C(C=CC=C1)OC)=O (E)-1,4-di(2-methoxyphenyl)but-2-ene-1,4-dione